C(C)(=O)N1CC=2N(CC1)C(=NC2C=2C=CC=C1C=C(N=CC21)C=2C=CC(=NC2)C(=O)NCCN2C(C=1C=CC=C(C1C2)C(=O)NC2C(NC(CC2)=O)=O)=O)CC 2-(2-(5-(8-(7-Acetyl-3-ethyl-5,6,7,8-tetrahydroimidazo[1,5-a]pyrazin-1-yl)isoquinolin-3-yl)picolinamido)ethyl)-N-(2,6-dioxopiperidin-3-yl)-1-oxoisoindoline-4-carboxamide